(R or S)-N'-(2-amino-6-chloro-8-methoxyquinazolin-4-yl)-1-(1-methyl-1H-pyrazol-4-yl)piperidine-3-carbohydrazide NC1=NC2=C(C=C(C=C2C(=N1)NNC(=O)[C@H]1CN(CCC1)C=1C=NN(C1)C)Cl)OC |o1:15|